manganese-chromium [Cr].[Mn]